COC=1C=C(C=CC1)C=1C=NN(C1)C1N=C(C2=C(N1C1CCOCC1)C=CO2)N2CCOCC2 2-[4-(3-methoxyphenyl)pyrazol-1-yl]-4-morpholino-N-tetrahydropyran-4-yl-furo[3,2-d]pyrimidine